FC1=CC=C(C=C1)CCN 2-(4-fluorophenyl)ethan-1-amine